N-(4-(2,6-dioxopiperidin-3-yl)phenyl)-8-(piperidin-1-yl)octanamide O=C1NC(CCC1C1=CC=C(C=C1)NC(CCCCCCCN1CCCCC1)=O)=O